BrC1=CC=C(C=C1)N(C1=CC=2C(C3=CC=CC=C3C2C=C1)(C)C)C1=CC=CC=C1 N-(4-bromophenyl)-9,9-dimethyl-N-phenyl-9H-fluoren-2-amine